OC1CCC=CCCC1 1-Hydroxy-4-cycloocten